P.[Pt] platinum phosphine